(3s,4s)-3-ethynyl-3-hydroxy-1,4-dimethylpyrrolidin-2-one C(#C)[C@@]1(C(N(C[C@@H]1C)C)=O)O